5-bromo-N4-(2-dimethylphosphorylphenyl)-N2-(1-methylpyrazolo[5,4-b]pyridin-5-yl)pyrimidine-2,4-diamine BrC=1C(=NC(=NC1)NC=1C=C2C(=NC1)N(N=C2)C)NC2=C(C=CC=C2)P(=O)(C)C